(3S)-3-(5-{[(3S,4S)-1-[(8-fluoro-2-{7-oxa-1-azaspiro[3.5]nonan-1-yl}quinolin-6-yl)methyl]-4-(methoxymethyl)pyrrolidin-3-yl]oxy}-1-oxo-2,3-dihydro-1H-isoindol-2-yl)piperidine-2,6-dione FC=1C=C(C=C2C=CC(=NC12)N1CCC12CCOCC2)CN2C[C@H]([C@@H](C2)COC)OC=2C=C1CN(C(C1=CC2)=O)[C@@H]2C(NC(CC2)=O)=O